butylcyclohexane-1-one C(CCC)C1C(CCCC1)=O